ClC=1C=C2C(=NC(=NC2=C(C1C1=CC(=CC2=CC=CC=C12)O)F)OCCN(C)C)N1CCN(CC1)C(C=C)=O (R)-1-(4-(6-chloro-2-(2-(dimethylamino)ethoxy)-8-fluoro-7-(3-hydroxy-naphthalen-1-yl)quinazolin-4-yl)piperazin-1-yl)prop-2-en-1-one